NC1=C(C(=NN1C(C)C)C1=CC=C(C=C1)CC(NC=1SC(=NN1)C1=CC(=CC=C1)C(F)(F)F)=O)C(=O)N 5-Amino-1-isopropyl-3-(4-(2-oxo-2-((5-(3-(trifluoromethyl)phenyl)-1,3,4-thiadiazol-2-yl)amino)ethyl)phenyl)-1H-pyrazole-4-carboxamide